[Cr]=CCCCCCCC CHROMANONEN